(S,S) or (S,R)-3-fluoro-5-(2-hydroxypropan-2-yl)-N'-((3-methyl-1,2,3,5,6,7-hexahydrodicyclopenta[b,e]pyridin-8-yl)carbamoyl)thiophene-2-sulfonimidamide FC1=C(SC(=C1)C(C)(C)O)[S@](=O)(N)=NC(NC1=C2C(=NC3=C1CCC3)[C@H](CC2)C)=O |o1:25|